4-(1H-pyrrol-2-yl)benzoic acid N1C(=CC=C1)C1=CC=C(C(=O)O)C=C1